N-(2,4-dimethoxybenzyl)-4-morpholino-3-nitro-6-(3-(m-tolyl)-1H-pyrazol-1-yl)pyridine-2-amine COC1=C(CNC2=NC(=CC(=C2[N+](=O)[O-])N2CCOCC2)N2N=C(C=C2)C=2C=C(C=CC2)C)C=CC(=C1)OC